{3-[6-({4-[2-Amino-6-(3-cyano-2-fluorophenyl)-4-pyrimidinyl]-1H-1,2,3-triazol-1-yl}methyl)-2-pyridyl]tetrahydrofur-3-yl}acetic acid NC1=NC(=CC(=N1)C=1N=NN(C1)CC1=CC=CC(=N1)C1(COCC1)CC(=O)O)C1=C(C(=CC=C1)C#N)F